1-(5-bromobenzo[d]thiazol-2-yl)-2-methylpropan-2-amine BrC=1C=CC2=C(N=C(S2)CC(C)(N)C)C1